FC1=NC(=C2N=CN(C2=N1)C1OCCCC1)NCC1=CC(=CO1)C 2-fluoro-6-[(4-methylfurfuryl)amino]-9-(tetrahydro-2H-pyran-2-yl)-9H-purine